ClC1=C(OC=2C=C3CCN(CC3=CC2)CC2=CC=C(C=C2)OC(F)(F)F)C(=CC(=C1)[N+](=O)[O-])Cl 6-(2,6-Dichloro-4-nitrophenoxy)-2-(4-(trifluoromethoxy)benzyl)-3,4-dihydroisoquinoline